({2-[bis(2-methylphenyl)phosphanyl]phenyl}methyl)palladium CC1=C(C=CC=C1)P(C1=C(C=CC=C1)C[Pd])C1=C(C=CC=C1)C